methyl 5-bromo-3-nitro-2-silylbenzoate BrC=1C=C(C(=C(C(=O)OC)C1)[SiH3])[N+](=O)[O-]